C(C)C1(CCCCC1)C(=O)OCCC propyl 1-ethylcyclohexanecarboxylate